1-acetyl-4-[2-methyl-4-({(1R)-1-[2-methyl-3-(trifluoromethyl)phenyl]ethyl}-amino)pyrido[3,4-d]pyrimidin-6-yl]-1,4lambda5-azaphosphinan-4-one C(C)(=O)N1CCP(CC1)(=O)C1=CC2=C(N=C(N=C2N[C@H](C)C2=C(C(=CC=C2)C(F)(F)F)C)C)C=N1